isochroman-8-yl-methanone C1OCCC2=CC=CC(=C12)C=O